C(C)(=O)N(CCCC[C@H](N)C(=O)O)CC1=CC=CC=C1 Nε-acetyl-Nε-benzyl-L-Lysine